C(C)(=O)[O-].[Zr+4].C(C)(=O)[O-].C(C)(=O)[O-].C(C)(=O)[O-] zirconium acetate